(1S,2R,3R,4S,6R)-4,6-diamino-3-(((2R,3s,6s)-3-amino-6-((S)-amino(cyclopropyl)methyl)tetrahydro-2H-pyran-2-yl)oxy)cyclohexane-1,2-diol N[C@@H]1[C@H]([C@@H]([C@H]([C@@H](C1)N)O)O)O[C@H]1O[C@@H](CC[C@@H]1N)[C@H](C1CC1)N